methyl 4'-(3-(1-(4-amino-6-methylpyrimidin-2-yl)-4,4-difluoropiperidin-3-yl)allyl)-5-chloro-[1,1'-biphenyl]-2-carboxylate NC1=NC(=NC(=C1)C)N1CC(C(CC1)(F)F)C=CCC1=CC=C(C=C1)C=1C(=CC=C(C1)Cl)C(=O)OC